FC1=CC(=C(C=C1)N1CN(C(C2=C1C=NC(=C2)C(F)(F)F)=O)C2=C(NC(C=C2)=O)C)C(C)C 1-(4-fluoro-2-isopropylphenyl)-3-(2-methyl-6-oxo-1,6-dihydropyridin-3-yl)-6-(trifluoromethyl)-2,3-dihydropyrido[3,4-d]pyrimidin-4(1H)-one